C1(CC1)C1=C(C(=NO1)C1=C(C=CC=C1Cl)Cl)COC1CCN(CC1)C=1C=CC(=NC1)C=1C(NC(NN1)=O)=O 6-(5-(4-((5-cyclopropyl-3-(2,6-dichlorophenyl)isoxazol-4-yl)methoxy)piperidin-1-yl)pyridin-2-yl)-1,2,4-triazine-3,5(2H,4H)-dione